ClC1=CC(=C(C=N1)C(=O)C1CC1)NC1CCC(CC1)NCCF (6-Chloro-4-(((1s,4s)-4-((2-fluoroethyl)amino)cyclohexyl)amino)pyridin-3-yl)(cyclopropyl)methanone